N-(3-amino-3-oxopropyl)-3-(sec-butyl)-2-oxo-1,2,3,5-tetrahydro-4H-benzo[1,4]diazepine-4-carboxamide NC(CCNC(=O)N1C(C(NC2=C(C1)C=CC=C2)=O)C(C)CC)=O